2-(6-(((1R,3s,5S)-8-azabicyclo[3.2.1]octan-3-yl)oxy)pyridazin-3-yl)-5-(4-amino-5-methyl-1H-pyrazol-1-yl)phenol [C@H]12CC(C[C@H](CC1)N2)OC2=CC=C(N=N2)C2=C(C=C(C=C2)N2N=CC(=C2C)N)O